ClC=1C(=C(C#N)C=CC1)OCCC 3-chloro-2-propoxybenzonitrile